1-(5-fluoro-3-methylpyridin-2-yl)-6-methyl-2-oxopyridine-3-carboxamide FC=1C=C(C(=NC1)N1C(C(=CC=C1C)C(=O)N)=O)C